ClC=1C(=NC(=NC1)NC=1C(=NN(C1)C1CC(C1)C#N)C)OCC1CCN(CC1)C 3-(4-((5-chloro-4-((1-methylpiperidin-4-yl)methoxy)pyrimidin-2-yl)amino)-3-methyl-1H-pyrazol-1-yl)cyclobutane-1-carbonitrile